5-(6,7-dimethoxy-1,2,3,4-tetrahydroisoquinolinyl)-1-(4-methoxy-2-methylphenyl)pentanone methyl-4-(2-((tert-butyldimethylsilyl)oxy)-1-hydroxyethyl)-2-methylbenzoate COC(C1=C(C=C(C=C1)C(CO[Si](C)(C)C(C)(C)C)O)C)=O.COC=1C=C2CCNC(C2=CC1OC)CCCC(CC1=C(C=C(C=C1)OC)C)=O